1-cyclopropyl-6,7-difluoro-8-methoxyl-1,4-dihydro-4-oxoquinoline-3-carboxylic acid ethyl ester C(C)OC(=O)C1=CN(C2=C(C(=C(C=C2C1=O)F)F)OC)C1CC1